2-(3-(2-fluorophenyl)-1,5-dimethyl-1H-pyrrol-2-yl)-N-(8-(5-fluoropyrimidin-2-yl)-6,6a,7,8,9,10-hexahydropyrazino[1,2-d]pyrido[3,2-b][1,4]oxazin-3-yl)-2-oxoacetamide FC1=C(C=CC=C1)C1=C(N(C(=C1)C)C)C(C(=O)NC1=CC=2OCC3N(C2N=C1)CCN(C3)C3=NC=C(C=N3)F)=O